diethyl (4R,SR)-2,2-dimethyl-1,3-dioxolane-4,5-dicarboxylate CC1(O[C@@H]([C@@H](O1)C(=O)OCC)C(=O)OCC)C |&1:3|